(S)-N-((S)-3-oxo-1-((S)-2-oxopyrrolidin-3-yl)-4-(trifluoromethoxy)butan-2-yl)-5-((2,2,2-trifluoroethyl)glycyl)-5-azaspiro[2.4]heptane-6-carboxamide O=C([C@H](C[C@H]1C(NCC1)=O)NC(=O)[C@H]1N(CC2(CC2)C1)C(CNCC(F)(F)F)=O)COC(F)(F)F